2,2-bis(4'-hydroxyphenyl)hexafluoropropane OC1=CC=C(C=C1)C(C(F)(F)F)(C(F)(F)F)C1=CC=C(C=C1)O